2-(3,4-Difluoro-5-methoxyphenyl)-7-(piperazin-1-yl)-4H-pyrido[1,2-a]pyrimidin-4-one FC=1C=C(C=C(C1F)OC)C=1N=C2N(C(C1)=O)C=C(C=C2)N2CCNCC2